FC12CC(C1)(C2)NC(C(=O)N[C@]2([C@@H](C2)C2CC2)C(N[C@@H](C[C@H]2C(NCC2)=O)C(COC(F)(F)F)=O)=O)=O N1-(3-fluorobicyclo-[1.1.1]pentan-1-yl)-N2-((1S,2R)-2-(((S)-3-oxo-1-((S)-2-oxopyrrolidin-3-yl)-4-(trifluoromethoxy)butan-2-yl)carbamoyl)-[1,1'-bi(cyclopropan)]-2-yl)oxalamide